2-hydroxypropyl(trimethyl)azanium OC(C[N+](C)(C)C)C